butyl 4-(2-ethoxy-2-oxoethoxy)-2-hydroxybenzoate C(C)OC(COC1=CC(=C(C(=O)OCCCC)C=C1)O)=O